benzyl (S)-3-benzyl-2,6,9-trimethyl-4H-thieno[3,2-f][1,2,4]triazolo[4,3-a][1,4]diazepine-5(6H)-carboxylate C(C1=CC=CC=C1)C1=C(SC2=C1CN([C@H](C=1N2C(=NN1)C)C)C(=O)OCC1=CC=CC=C1)C